C1(CNCCC2=C1C=CC=C2)CN2C(C1=CC=CC=C1C2=O)=O 2-((2,3,4,5-tetrahydro-1H-benzo[d]azepin-1-yl)methyl)isoindoline-1,3-dione